CC(C(=O)OC)CC=C Methyl 2-methyl-4-pentenoate